C(C)N[C@@H](CCC(=O)[O-])C(=O)[O-] ethyl-L-glutamate